Methyl (R)-2-phenyl-1,2,3,10b-tetrahydrobenzo[e]imidazo[1,5-c][1,2,3]oxathiazine-9-carboxylate 5,5-dioxide C1(=CC=CC=C1)N1CN2S(OC3=C([C@@H]2C1)C=C(C=C3)C(=O)OC)(=O)=O